6-hydroxy-2,5-dimethyl-N-((6-(4-(methylcarbamoyl)phenyl)pyridin-3-yl)methyl)pyrazolo[1,5-a]pyrido[3,2-e]pyrimidine-7-carboxamide OC1=C(C=NC2=C1C(=NC=1N2N=C(C1)C)C)C(=O)NCC=1C=NC(=CC1)C1=CC=C(C=C1)C(NC)=O